1,2,4-trimethyl-3,6-bis(3-nitrobenzoyloxy)benzene CC1=C(C(=C(C=C1OC(C1=CC(=CC=C1)[N+](=O)[O-])=O)C)OC(C1=CC(=CC=C1)[N+](=O)[O-])=O)C